C(C1=CC=CC=C1)N1N=CC(=C1)CC#N 2-(1-benzyl-1H-pyrazol-4-yl)acetonitrile